[N+](=O)([O-])C1=C(C=C(C=C1)N1N=NNC1=O)N1C[C@H](CC1)NC(OC(C)(C)C)=O (S)-tert-butyl (1-(2-nitro-5-(5-oxo-4,5-dihydro-1H-tetrazol-1-yl)phenyl)pyrrolidin-3-yl)carbamate